ClC=1C=CC2=C(OCCN2CC=2C=C(C=C3C(N(C=4N(C23)C=NC4I)C)=O)C)N1 9-((6-chloro-2,3-dihydro-1H-pyrido[2,3-b][1,4]oxazin-1-yl)methyl)-3-iodo-4,7-dimethylimidazo[1,5-a]quinazolin-5(4H)-one